acenaphthenylyl-(acenaphthylene) C1(CC2=CC=CC3=CC=CC1=C23)=C2CC3=CC=CC1=CC=CC2=C31